N-lauroyl-sarcosinate C(CCCCCCCCCCC)(=O)N(C)CC(=O)[O-]